NC1CCC(CC1)NC1=C(C=NC(=C1)NC1=CC=C2C(=N1)N(N=C2)C(C)C)C2=NC=C(C=C2)CN2CCOCC2 N4'-((1S,4S)-4-Aminocyclohexyl)-N6'-(1-isopropyl-1H-pyrazolo[3,4-b]pyridin-6-yl)-5-(morpholinomethyl)-[2,3'-bipyridine]-4',6'-diamine